NC1=CC=C(CNC(OC(C)(C)C)=O)C=C1 Tert-Butyl (4-Aminobenzyl)Carbamate